dioctacosyl maleate C(\C=C/C(=O)OCCCCCCCCCCCCCCCCCCCCCCCCCCCC)(=O)OCCCCCCCCCCCCCCCCCCCCCCCCCCCC